Cl.N[C@H]1[C@@H](CC2=CC=CC=C12)NC(=O)C1=CN(CCS1)C1=C2C(=NC=C1)NC=C2C N-((1R,2R)-1-amino-2,3-dihydro-1H-inden-2-yl)-4-(3-methyl-1H-pyrrolo[2,3-b]pyridin-4-yl)-3,4-dihydro-2H-1,4-thiazine-6-carboxamide hydrochloride